2-((4-Hydroxyphenyl)amino)-2-methylpropanenitrile OC1=CC=C(C=C1)NC(C#N)(C)C